2,3-diethyl-2-isopropyl-succinic acid dineopentyl ester C(C(C)(C)C)OC(C(C(C(=O)OCC(C)(C)C)CC)(C(C)C)CC)=O